FC1N(CCNC1)C1=CC=CC=2OCCOC21 5-(2-fluoropiperazin-1-yl)-2,3-dihydro-1,4-benzodioxine